5-(5-fluoro-7-hydroxy-3-(isopentyloxy)-1-methyl-2-oxo-1,2-dihydroquinolin-6-yl)-1,2,5-thiadiazolidin-3-one 1,1-dioxide FC1=C2C=C(C(N(C2=CC(=C1N1CC(NS1(=O)=O)=O)O)C)=O)OCCC(C)C